ClC=1C=C(NC(C)C2=CC=C(S2)C(=O)N[C@H](C(=O)NC2CC2)CC2CCCC2)C=CC1F 5-[1-(3-chloro-4-fluoro-anilino)ethyl]-N-[(1S)-1-(cyclopentylmethyl)-2-(cyclopropylamino)-2-oxo-ethyl]thiophene-2-carboxamide